C(C=C)(=O)OC1CC(NC(C1)(C)C)(C)C 4-acryloyloxy-2,2,6,6-tetramethylpiperidine